3-(2-spiro[1H-isobenzofuran-3,1'-cyclobutane]-5-yloxypyrimidin-5-yl)imidazolidine-2,4-dione C12(CCC1)OCC1=CC=C(C=C12)OC1=NC=C(C=N1)N1C(NCC1=O)=O